2-hydroxyethyl (3-(triethoxysilyl)propyl)carbamate C(C)O[Si](CCCNC(OCCO)=O)(OCC)OCC